6-(1,1-difluoroethyl)pyridin FC(C)(F)C1=CC=CC=N1